C(C)(=O)C=1C=C2CCN3C2=C(C1)C=C(CC3)C#CCNC3=CC=C(C=C3)S(=O)(=O)N 4-((3-(9-acetyl-1,2,3,4-tetrahydroazepino[3,2,1-hi]indol-6-yl)prop-2-yn-1-yl)amino)benzenesulfonamide